(NE)-N-[(1-cyclopropylbenzimidazol-5-yl)methylene]-2-methyl-propane-2-sulfinamide C1(CC1)N1C=NC2=C1C=CC(=C2)\C=N\S(=O)C(C)(C)C